tert-butyl 1-(2-methoxyethyl)-3,8-diazabicyclo[3.2.1]octan-8-carboxylate COCCC12CNCC(CC1)N2C(=O)OC(C)(C)C